(2S,4R)-4-[4-(1-difluoromethyl-1H-pyrazol-4-yl)-2-trifluoromethyl-benzenesulfonyl]-1-(1-trifluoromethyl-cyclopropanecarbonyl)-pyrrolidine-2-carboxylic acid (1-cyano-cyclopropyl)-amide C(#N)C1(CC1)NC(=O)[C@H]1N(C[C@@H](C1)S(=O)(=O)C1=C(C=C(C=C1)C=1C=NN(C1)C(F)F)C(F)(F)F)C(=O)C1(CC1)C(F)(F)F